P(=O)(O)(O)O.P(=O)(O)(O)O.[C@@H]1([C@H](O)[C@H](O)[C@@H](CO)O1)N1C=NC=2C(N)=NC=NC12 adenosine di-phosphate